ethyl 2-(3-(2-methoxy-3-(methoxycarbonyl)phenyl)ureido)-4-methylthiophene-3-carboxylate COC1=C(C=CC=C1C(=O)OC)NC(NC=1SC=C(C1C(=O)OCC)C)=O